tri-hydroxy-2-picolinic acid OC=1C(=C(C(=NC1)C(=O)O)O)O